Cl.O1COC2=C1C=CC(=C2)CCNC(N)=N 3-(2-(benzo[d][1,3]dioxol-5-yl)ethyl)guanidine hydrochloride